CSCCCN 3-(methylthio)propylamine